2-(methoxymethyl)-cyclohexane-2,5-diene-1,4-dione oxime COCC=1C(C=CC(C1)=O)=NO